(E)-N-(4-tert-butylphenyl)-3-(1H-indol-3-yl)acrylamide C(C)(C)(C)C1=CC=C(C=C1)NC(\C=C\C1=CNC2=CC=CC=C12)=O